ClC1=C(C=CC(=C1)Cl)[C@@H](C)NC1=NC(=NC=C1OCC(F)(F)F)N1CCNCC1 N-[(1R)-1-(2,4-dichlorophenyl)ethyl]-2-piperazin-1-yl-5-(2,2,2-trifluoroethoxy)pyrimidin-4-amine